CC(C)C1(CCCC1)O 1-(propan-2-yl)cyclopentanol